[3-(3-benzyloxybutyloxy)-2,2-difluoro-propoxy]tetrahydropyran C(C1=CC=CC=C1)OC(CCOCC(COC1OCCCC1)(F)F)C